C1(CC1)C1=NC=NC(=C1C=1N=C2CCCC=3C2=C(N1)N(N3)CC3=CC=C(C=C3)C=3N(C=C(N3)C(F)(F)F)C(C)C)OC 4-(4-cyclopropyl-6-methoxypyrimidine-5-yl)-2-(4-(1-isopropyl-4-(trifluoromethyl)-1H-imidazol-2-yl)benzyl)-2,6,7,8-tetrahydropyrazolo[3,4,5-de]quinazoline